p-aminobenzoylcarbonate NC1=CC=C(C(=O)OC([O-])=O)C=C1